3-((3-exo)-3-((7-((5-methyl-1H-pyrazol-3-yl)amino)thiazolo[5,4-d]pyrimidin-5-yl)amino)-8-azabicyclo[3.2.1]octan-8-yl)propionitrile CC1=CC(=NN1)NC=1C2=C(N=C(N1)NC1CC3CCC(C1)N3CCC#N)SC=N2